Cl.Cl.BrC=1C=NN2C1N=C1C(=C2NC2CCC(CC2)N)CCC12CC2 (1R,4R)-N1-(3-bromo-6,7-dihydrospiro[cyclopenta[d]pyrazolo[1,5-a]pyrimidine-5,1'-cyclopropane]-8-yl)cyclohexane-1,4-diamine dihydrochloride